1-[4-(4-piperidyl)phenyl]hexahydropyrimidine-2,4-dione N1CCC(CC1)C1=CC=C(C=C1)N1C(NC(CC1)=O)=O